(1s,4s)-N-(3-chloro-4-methoxyphenyl)-4-(8-methoxy-5-methyl-2-oxo-1,2-dihydroquinazolin-3(4H)-yl)cyclohexanecarboxamide ClC=1C=C(C=CC1OC)NC(=O)C1CCC(CC1)N1C(NC2=C(C=CC(=C2C1)C)OC)=O